dipalmitoyl-sn-glycero-3-phosphocholine C(CCCCCCCCCCCCCCC)(=O)C(OP(OC[C@@H](CO)O)(=O)[O-])(C[N+](C)(C)C)C(CCCCCCCCCCCCCCC)=O